(1R,2S,3R,5R)-3-((6-chloro-5-(2,2-diethoxyethyl)pyrimidin-4-yl)amino)-5-(hydroxymethyl)-1-methylcyclopentane-1,2-diol ClC1=C(C(=NC=N1)N[C@H]1[C@@H]([C@@]([C@H](C1)CO)(O)C)O)CC(OCC)OCC